7-(2-((2-ethyl-6-fluoroisoindolin-5-yl)amino)-5-(trifluoromethyl)pyrimidin-4-yl)-4-methyl-3,4-dihydrothieno[2,3-f][1,4]thiazepin-5(2H)-one 1,1-dioxide C(C)N1CC2=CC(=C(C=C2C1)NC1=NC=C(C(=N1)C1=CC2=C(C(N(CCS2(=O)=O)C)=O)S1)C(F)(F)F)F